propylene glycol ditosylate S(=O)(=O)(C1=CC=C(C)C=C1)OCC(C)OS(=O)(=O)C1=CC=C(C)C=C1